CC1=CC(=CC=C1)S m-thiocresol